N-(5-(5-(3-methoxyazetidin-1-yl)benzo[d]oxazol-2-yl)-8-((methyl-d3)amino)-2,7-naphthyridin-3-yl)cyclopropanecarboxamide COC1CN(C1)C=1C=CC2=C(N=C(O2)C2=C3C=C(N=CC3=C(N=C2)NC([2H])([2H])[2H])NC(=O)C2CC2)C1